CCC(=O)N[C@@H]1[C@H](C[C@@](O[C@H]1[C@@H]([C@@H](CO)O[C@@]2(C[C@@H]([C@H]([C@@H](O2)[C@@H]([C@@H](CO)O[C@@]3(C[C@@H]([C@H]([C@@H](O3)[C@@H]([C@@H](CO)O[C@@]4(C[C@@H]([C@H]([C@@H](O4)[C@@H]([C@@H](CO)O[C@@]5(C[C@@H]([C@H]([C@@H](O5)[C@@H]([C@@H](CO)O[C@@]6(C[C@@H]([C@H]([C@@H](O6)[C@@H]([C@@H](CO)O)O)NC(=O)CC)O)C(=O)O)O)NC(=O)CC)O)C(=O)O)O)NC(=O)CC)O)C(=O)O)O)NC(=O)CC)O)C(=O)O)O)NC(=O)CC)O)C(=O)O)O)(C(=O)O)O)O The molecule is an N-propionylated alpha-(2->8)-linked homosialopolysaccharide consisting of six alpha-D-N-propionylneuraminyl residues joined by (2->8) linkages (i.e. [8)-alpha-Neu5Pr-(2->]n where n = 6).